C(C)OC(=O)N1C[C@H]([C@H](CC1)N)OC (3R,4S)-4-amino-3-methoxypiperidine-1-carboxylic acid ethyl ester